N1(CCNCC1)CCCCCCCCCCCC(=O)OC1=C(C=CC=C1)SC1=C(C=C(C=C1)C)C [2-(2,4-Dimethylphenylsulfanyl) phenyl] piperazinelaurate